2-chloro-4-nitro-1H-1,3-benzodiazole ClC1=NC2=C(N1)C=CC=C2[N+](=O)[O-]